isopropyl 1,2,3,4-tetrahydroisoquinoline-7-carboxylate C1NCCC2=CC=C(C=C12)C(=O)OC(C)C